C(C1=CC=CC=C1)C(CNCCCCCC)N benzyl-N'-hexyl-ethane-1,2-diamine